(R)-N-(3-(2-(((R)-1-hydroxypropan-2-yl)amino)-6-morpholinopyridin-4-yl)-4-methylphenyl)-3-(trifluoromethoxy)pyrrolidine-1-carboxamide OC[C@@H](C)NC1=NC(=CC(=C1)C=1C=C(C=CC1C)NC(=O)N1C[C@@H](CC1)OC(F)(F)F)N1CCOCC1